O=C1NC(CCC1N1C(C2=CC=C(C=C2C1=O)C1(CCN(CC1)C[C@@H]1CC[C@H](CC1)COC)O)=O)=O trans-2-(2,6-dioxopiperidin-3-yl)-5-(4-hydroxy-1-((4-(methoxymethyl)cyclohexyl)methyl)piperidin-4-yl)isoindoline-1,3-dione